(R)-2-(4,4-difluoropiperidin-1-yl)-6-methoxy-7-(3-(pyrrolidin-1-yl)propoxy)-N-(tetrahydro-2H-pyran-3-yl)quinazolin-4-amine FC1(CCN(CC1)C1=NC2=CC(=C(C=C2C(=N1)N[C@H]1COCCC1)OC)OCCCN1CCCC1)F